CC1(CCN(CC1)C1=NC(=CC(=N1)C)NC1=NNC(=C1)C)NC(C)=O N-(4-methyl-1-(4-methyl-6-((5-methyl-1H-pyrazol-3-yl)amino)pyrimidin-2-yl)piperidin-4-yl)acetamide